FC(C(F)(F)F)(F)OP(=O)(OC(C(F)(F)F)(F)F)OC(C(F)(F)F)(F)F.C[NH+]1CCCC1 1-methylpyrrolidinium tris(pentafluoroethyl)phosphate